BrC1=NC=C(N=C1)N1C[C@H](CCC1)F (S)-2-bromo-5-(3-fluoropiperidin-1-yl)pyrazine